O1N=CC=C1C1=C(OC[C@H](CC(C)C)NC(OC(C)(C)C)=O)C=CC(=C1)C1=CC=NC2=CC=CC=C12 (S)-tert-butyl (1-(2-(isoxazol-5-yl)-4-(quinolin-4-yl)phenoxy)-4-methylpentan-2-yl)carbamate